C(CCCC)OC(C)=O Normal-Pentylacetat